C12(CC3CC(CC(C1)C3)C2)N(C(CCCCCC[NH-])C=2C=3C1=C(C(N(C1=CC2)C2C(NC(CC2)=O)=O)=O)C=CC3)C 7-((adamantan-1-yl)(methyl)amino)-N-(1-(2,6-dioxopiperidin-3-yl)-2-oxo-1,2-dihydrobenzo[cd]indol-6-yl)heptylamide